6-(4-fluoro-benzyl)-3,3-dimethyl-2,5-dioxo-2,3,5,6-tetrahydro-pyrrolo[2,3-c]pyridine-1-carboxylic acid tert-butyl ester C(C)(C)(C)OC(=O)N1C(C(C=2C1=CN(C(C2)=O)CC2=CC=C(C=C2)F)(C)C)=O